[C@H]12CN(C[C@H](CC1)N2)C=2C1=C(N=C(N2)OCC23CCCN3C[C@@H](C2)F)C(=C(N=C1)C=1C(=NC=CC1)C(C)C)F 4-((1R,5S)-3,8-diazabicyclo[3.2.1]octan-3-yl)-8-fluoro-2-(((2R-17aS)-2-fluorohexahydro-1H-pyrrolizin-7a-yl)methoxy)-7-(2-isopropylpyridin-3-yl)pyrido[4,3-d]pyrimidine